COC1=CC=C(CN[C@@H](C(C)C)C(=O)N[C@@H](C(C)C)C(=O)O)C=C1.FC1=C(C=CC(=C1)[C@H]1CNCC1)[S@](=O)(N)=NC(NC1=C2CCCC2=CC=2CCCC12)=O |o1:36| (S,S) or (R,S)-2-fluoro-N'-((1,2,3,5,6,7-hexahydro-s-indacen-4-yl)carbamoyl)-4-(pyrrolidin-3-yl)benzenesulfonimidamide 4-Methoxybenzyl-L-valyl-L-valinate